acetophenone compound with 4-acetamidobenzenesulfonyl azide C(C)(=O)NC1=CC=C(C=C1)S(=O)(=O)N=[N+]=[N-].C(C)(=O)C1=CC=CC=C1